CC1=C(N=NC(=C1)NC1CN(CCC1)C)C1=C(C=C(C=C1)C(F)(F)F)O 2-(4-methyl-6-((1-methylpiperidin-3-yl)amino)pyridazin-3-yl)-5-(trifluoromethyl)phenol